FC(C1=NN(C=N1)CC(=O)OC(C)(C)C)(F)F tert-butyl 2-(3-(trifluoromethyl)-1H-1,2,4-triazol-1-yl)acetate